C(C)(C)(C)OC(=O)N1CCC(CC1)CN(C)CC1CCC(CC1)N1N=C2C=C(C(=CC2=C1)NC(C1=NC(=CC=C1)C(F)(F)F)=O)OC 4-(((((1r,4r)-4-(6-methoxy-5-(6-(trifluoromethyl)picolinamido)-2H-indazol-2-yl)cyclohexyl)methyl)(methyl)amino)methyl)piperidine-1-carboxylic acid tert-butyl ester